(S)-7-((3-amino-2-oxo-4-(trifluoromethyl)pyridin-1(2H)-yl)methyl)-4-(cyclopropylethynyl)-4-(trifluoromethyl)-3,4-dihydroquinazolin-2(1H)-one NC=1C(N(C=CC1C(F)(F)F)CC1=CC=C2[C@](NC(NC2=C1)=O)(C(F)(F)F)C#CC1CC1)=O